(3aR,5s,6aS)-2-((4-(difluoromethoxy)phenyl)sulfonyl)-N-(2-oxaspiro[3.3]heptan-6-yl)octahydrocyclopenta[c]pyrrol-5-amine FC(OC1=CC=C(C=C1)S(=O)(=O)N1C[C@@H]2[C@H](C1)CC(C2)NC2CC1(COC1)C2)F